1,1-dimethoxy-2-methylundecane COC(C(CCCCCCCCC)C)OC